C(#N)C1=CC=CC(=N1)NC1N(C=CC(=N1)NC1=C(C(=CC=C1)C1=NN(C=C1)C)OC)C 2-((6-cyanopyridin-2-yl)amino)-4-((2-methoxy-3-(1-methyl-1H-pyrazol-3-yl)phenyl)amino)-N-methylpyrimidine